NCCCC[O-] 3-aminomethylpropoxide